CC=1N=CC2=C(N1)C(N(C(=C2)C2CCNCC2)C)=O 2,7-dimethyl-6-(piperidin-4-yl)pyrido[3,4-d]pyrimidin-8(7H)-one